FC1=CC=C(C=C1)C(=O)C=1OC(=CN1)C1=CC=C(C=C1)F (4-fluorophenyl)(5-(4-fluorophenyl)oxazol-2-yl)methanone